C(C=C)(=O)N1[C@H](CN(CC1)C1=C(C(N(C2=NC(=C(C=C12)Cl)C1=C(C(=CC(=C1F)Cl)Cl)N)C=1C(=NC=CC1C)C(C)C)=O)C#N)CC#N ((S)-4-acryloyl-3-(cyanomethyl)piperazin-1-yl)-7-(2-amino-3,5-dichloro-6-fluorophenyl)-6-chloro-1-(2-isopropyl-4-methylpyridin-3-yl)-2-oxo-1,2-dihydro-1,8-naphthyridine-3-carbonitrile